biphenyl-4-yl-{1'-(naphthalene-1-yl)-[1,2':4',1'']terphenyl-4''-yl}-amine C1(=CC=C(C=C1)NC1=CC=C(C=C1)C1=CC(=C(C=C1)C1=CC=CC2=CC=CC=C12)C1=CC=CC=C1)C1=CC=CC=C1